3-(7-chloro-2-oxo-3-(pent-3-yl)-5-phenyl-2,3-dihydro-1H-benzo[e][1,4]diazepin-1-yl)propanoic acid ClC1=CC2=C(N(C(C(N=C2C2=CC=CC=C2)C(CC)CC)=O)CCC(=O)O)C=C1